O1C(OCC1)CCC(C(C)C)N1CC(C1)C=1C=C(C=2N(C1)C(=NC2)C)C2=C(C(=O)N1[C@@H](COCC1)C)C=C(C=C2)F (3R)-4-[2-(6-{1-[1-(1,3-dioxolan-2-yl)-4-methylpentan-3-yl]azetidin-3-yl}-3-methylimidazo[1,5-a]pyridin-8-yl)-5-fluorobenzoyl]-3-methylmorpholine